ClC1=CC=2N(C=C1N(C)C)N=CC2C(=O)N2[C@@H](C1=C(CC2)NC=N1)C=1OC2=C(N1)C=C(C=C2)F (S)-(5-chloro-6-(dimethylamino)pyrazolo[1,5-a]pyridin-3-yl)(4-(5-fluorobenzo[d]oxazol-2-yl)-6,7-dihydro-1H-imidazo[4,5-c]pyridin-5(4H)-yl)methanone